2-Aminohexane-1-thiol NC(CS)CCCC